C(CC)OCCC propyl ether